CC=1C=C(C=CC1)C1=NC2=CC(=CC=C2C=C1[Ir])C (2-(3-methylphenyl)-7-methyl-quinolinyl)iridium